n-propyl thiophosphate P(=S)(OCCC)([O-])[O-]